C(C)(=O)C1=C(C2=C(N=C(N=C2)NC2=NC=C(C=C2)S(=O)(=O)N2CCNCC2)N(C1=O)C1CCCC1)C 6-acetyl-8-cyclopentyl-5-methyl-2-[5-(piperazine-1-sulfonyl)-pyridin-2-ylamino]-8H-pyrido[2,3-d]Pyrimidin-7-one